2-{4-[(1-{[4-(propan-2-yl)phenyl]carbamoyl}-DL-prolyl)amino]phenyl}pyrimidine-5-carboxylic acid CC(C)C1=CC=C(C=C1)NC(=O)N1[C@@H](CCC1)C(=O)NC1=CC=C(C=C1)C1=NC=C(C=N1)C(=O)O |r|